FC(C(CC(=O)OCCCC)=O)F butyl 4,4-difluoroacetoacetate